NC1=NC(C2N=CN(C2=N1)CCN(CCC(=O)O)CCP(=O)(O)O)=O 3-[2-(2-amino-6-oxo-5H-purin-9-yl)ethyl-(2-phosphonoethyl)amino]propanoic acid